1,3,5-tri(4-carbonyl-phenoxy)benzene tert-butyl-(R)-4-(2'-ethoxy-3-(((2-nitrophenyl)sulfonamido)methyl)-[1,1'-biphenyl]-4-yl)-3-ethylpiperazine-1-carboxylate C(C)(C)(C)OC(=O)N1C[C@H](N(CC1)C1=C(C=C(C=C1)C1=C(C=CC=C1)OCC)CNS(=O)(=O)C1=C(C=CC=C1)[N+](=O)[O-])CC.C(=O)=C1CC=C(OC2=CC(=CC(=C2)OC2=CCC(C=C2)=C=O)OC2=CCC(C=C2)=C=O)C=C1